(S)-1-((4'-(1,1,1,3,3,3-hexafluoro-2-hydroxypropan-2-yl)-[1,1'-biphenyl]-4-yl)methyl)-4-(pyridin-4-ylmethyl)piperazine-2-carboxylic acid FC(C(C(F)(F)F)(O)C1=CC=C(C=C1)C1=CC=C(C=C1)CN1[C@@H](CN(CC1)CC1=CC=NC=C1)C(=O)O)(F)F